tert-butyl (4-aminophenyl)(phenyl)carbamate NC1=CC=C(C=C1)N(C(OC(C)(C)C)=O)C1=CC=CC=C1